4-bromo-1-naphthalenesulfonyl chloride tert-butyl-methyl((5-methyl-6-((1-(naphthalen-1-yl)cyclopropyl)carbamoyl)-1H-indol-2-yl)methyl)carbamate C(C)(C)(C)OC(N(CC=1NC2=CC(=C(C=C2C1)C)C(NC1(CC1)C1=CC=CC2=CC=CC=C12)=O)C)=O.BrC1=CC=C(C2=CC=CC=C12)S(=O)(=O)Cl